4-methyl-pyrone CC1=CC(OC=C1)=O